C(C1=CC=CC=C1)C1=C(C(=NN1C)C=COCC)C(=O)O 5-benzyl-3-(2-ethoxyvinyl)-1-methyl-1H-pyrazole-4-carboxylic acid